[4-amino-2-(4-methoxyanilino)-1,3-thiazol-5-yl]{phenyl}methanone NC=1N=C(SC1C(=O)C1=CC=CC=C1)NC1=CC=C(C=C1)OC